CSCC=CC1=CC=CC=C1 cinnamyl (methyl) sulfide